NC=1C(=C(C2=C(OCO2)C1)Cl)C(C)=O 1-(6-amino-4-chlorobenzo[d][1,3]dioxol-5-yl)ethan-1-one